1-(8-bromo-7-(4-(trifluoromethyl)phenoxy)-3,4-dihydroisoquinolin-2(1H)-yl)-3-(methyl-sulfonyl)propan-1-one BrC=1C(=CC=C2CCN(CC12)C(CCS(=O)(=O)C)=O)OC1=CC=C(C=C1)C(F)(F)F